C(#N)C=1C=C(C=CC1NC(C1=CC=C(C=C1)C#N)=O)C(=O)N[C@H](C(=O)NC1=CC=C(C(=O)NC2=C(C(=C(C(=O)NC3=CC=C(C(=O)O)C=C3)C=C2)O)OC(C)C)C=C1)[C@@H](C)O 4-(4-{4-[(2s,3R)-2-{[3-Cyano-4-(4-cyanobenzamido)phenyl]formamido}-3-hydroxybutanamido]benzamido}-2-hydroxy-3-(propan-2-yloxy)benzamido)benzoic acid